NC1=NC=2C=NC(=CC2C2=C1N(N=C2)C)C(=O)N([C@@H]2COCC1=NC(=CC=C12)C(F)(F)F)C 4-amino-N,3-dimethyl-N-((5S)-2-(trifluoromethyl)-5,8-dihydro-6H-pyrano[3,4-b]pyridin-5-yl)-3H-pyrazolo[3,4-c][1,7]naphthyridine-8-carboxamide